morpholinopentan-1-amine O1CCN(CC1)C(CCCC)N